C1=CC(=CC=C1N)SSC2=CC=C(C=C2)N 4,4'-diamino diphenyl disulfide